4-chloro-1,3-benzothiazol-2-amine ClC1=CC=CC2=C1N=C(S2)N